(5-chloro-2-((4-oxo-2-thiocarbonyl-2,3,4,5-tetrahydro-1H-pyrrolo[3,2-d]pyrimidin-1-yl)methyl)phenyl)piperidine-1-carboxylic acid tert-butyl ester C(C)(C)(C)OC(=O)N1C(CCCC1)C1=C(C=CC(=C1)Cl)CN1C(NC(C2=C1C=CN2)=O)=C=S